FC(F)(F)C=1N=NC=CC1C(=O)N (trifluoromethyl)pyridazine-4-carboxamide